OC[C@H]1NC[C@H](N(C1)C(=O)OC(C)(C)C)C |&1:2| tert-butyl (2R,SR)-5-(hydroxymethyl)-2-methylpiperazin-1-carboxylate